ClC=1C=C(CCN2CCC(CC2)C(=O)N)C=CC1 (3-chlorophenethyl)piperidine-4-carboxamide